CC=1SC2=C(N1)C=C(C(=C2)NC2=NC=1N(C(C(N(C1C=N2)C)=O)=O)C2CCOCC2)C 2-((2,5-dimethylbenzo[d]thiazol-6-yl)amino)-5-methyl-8-(tetrahydro-2H-pyran-4-yl)-5,8-dihydropteridine-6,7-dione